N,N'-diphenyl-N,N'-bis-[4-(phenyl-m-methylphenyl-amino)-phenyl]-biphenyl-4,4'-diamine C1(=CC=CC=C1)N(C1=CC=C(C=C1)C1=CC=C(C=C1)N(C1=CC=C(C=C1)N(C1=CC(=CC=C1)C)C1=CC=CC=C1)C1=CC=CC=C1)C1=CC=C(C=C1)N(C1=CC(=CC=C1)C)C1=CC=CC=C1